3-(difluoromethyl)-8-((triisopropylsilyl)ethynyl)naphthalen-1-yl trifluoromethanesulfonate FC(S(=O)(=O)OC1=CC(=CC2=CC=CC(=C12)C#C[Si](C(C)C)(C(C)C)C(C)C)C(F)F)(F)F